C1(CC1)OC1=CC=C(C=C1)N(C(CNC(OC(C)(C)C)=O)=O)C tert-butyl (2-((4-cyclopropoxyphenyl)(methyl)amino)-2-oxoethyl)-carbamate